C(#N)C=1C=NN2C1C(=CC(=C2)OCC)C=2C=CC(=NC2)N2C[C@H](CCC2)O (3S,4S)-1-(5-(3-cyano-6-ethoxypyrazolo[1,5-a]pyridin-4-yl)pyridin-2-yl)-3-hydroxypiperidin